N1(CCNCCC1)C=1C=CC=2N(C(C=C(N2)C2=CC(=C(C=C2)OC)OC)=O)C1 7-(1,4-diazacycloheptan-1-yl)-2-(3,4-dimethoxyphenyl)-4H-pyrido[1,2-a]pyrimidin-4-one